FC=1C=C(CNS(=O)(=O)N)C=CC1N1N=NC2=C1C=C(C(=C2)OC)C N-(3-fluoro-4-(5-methoxy-6-methyl-1H-benzo[d][1,2,3]triazol-1-yl)benzyl)sulfamide